(S)-N-(6-(2-(2-methylazetidin-1-yl)-6,7-dihydro-5H-cyclopenta[d]pyrimidin-4-yl)-4-oxo-3,4-dihydroquinazolin-2-yl)acetamide C[C@@H]1N(CC1)C=1N=C(C2=C(N1)CCC2)C=2C=C1C(NC(=NC1=CC2)NC(C)=O)=O